S1C=NC=C1C1=CC=C(CNC=2C=CC=C3C(=CC=NC23)C=2C=NN(C2)CC(F)(F)F)C=C1 N-(4-(thiazol-5-yl)benzyl)-4-(1-(2,2,2-trifluoroethyl)-1H-pyrazol-4-yl)quinolin-8-amine